tert-Butyl (S)-((6-(2,2'-dichloro-3'-(3-formyl-4-oxo-4H-pyrido[1,2-a]pyrimidin-8-yl)-[1,1'-biphenyl]-3-yl)-2-methoxypyridin-3-yl)methyl)((5-oxopyrrolidin-2-yl)methyl)carbamate ClC1=C(C=CC=C1C1=CC=C(C(=N1)OC)CN(C(OC(C)(C)C)=O)C[C@H]1NC(CC1)=O)C1=C(C(=CC=C1)C1=CC=2N(C(C(=CN2)C=O)=O)C=C1)Cl